FC=1C=C(C=C(C1)C(F)(F)F)C1=CC(=C2C(=N1)N=C(N2)C2=CC=C(C(=O)N1CCC(CC1)C(=O)O)C=C2)N(C)CC2(CCC2)COC 1-(4-{5-[3-Fluoro-5-(trifluoromethyl)phenyl]-7-[{[1-(methoxymethyl)cyclobutyl]methyl}(methyl)amino]-1H-imidazo[4,5-b]pyridin-2-yl}benzoyl)piperidine-4-carboxylic acid